[Si](C)(C)(C(C)(C)C)OCC=1N=NN2C1CC(CC2)C(=O)OCC ethyl 3-(((tert-butyldimethylsilyl)oxy)methyl)-4,5,6,7-tetrahydro-[1,2,3]triazolo[1,5-a]pyridine-5-carboxylate